C(C)(C)(C)OC([C@@H](NC([C@H](CCN(C(CO)=O)[C@H](C(C)(C)C)C=1N(C=C(C1)C1=C(C=CC(=C1)F)F)CC1=CC=CC=C1)N)=O)C(CC(=O)OC(C)(C)C)C([C@@H](N)C)=O)=O Di-tert-butyl-N-{(2S)-2-amino-4-[{(1R)-1-[1-benzyl-4-(2,5-difluorophenyl)-1H-pyrrol-2-yl]-2,2-dimethylpropyl} (glycoloyl)amino]butanoyl}-beta-alanyl-L-glutamat